OC(C(C(=O)O)(O)O)[C@@H](C)[C@H]1CC[C@H]2[C@@H]3CCC4CCCC[C@]4(C)[C@H]3CC[C@]12C tri-hydroxycholanic acid